9H-1,9'-Bicarbazole C1(=CC=CC=2C3=CC=CC=C3NC12)N1C2=CC=CC=C2C=2C=CC=CC12